NC=1C=2N(C=CN1)C(=NC2C2=C(C=C(C(=O)NC1=NC=CC(=C1)N1CCCCC1)C=C2)F)[C@H]2N(CC1(CC1)C2)CC#CC (S)-4-(8-amino-3-(5-(but-2-ynyl)-5-azaspiro[2.4]heptan-6-yl)imidazo[1,5-a]pyrazin-1-yl)-3-fluoro-N-(4-(piperidin-1-yl)pyridin-2-yl)benzamide